2-isopropyl-4,5-diphenylimidazole C(C)(C)C=1NC(=C(N1)C1=CC=CC=C1)C1=CC=CC=C1